COCC1=CC=C(C=C1)C1=CC=C(C=C1)NC(C(C)(OC1=CC(=CC=C1)C(F)(F)F)C)=O N-(4'-(methoxymethyl)-[1,1'-biphenyl]-4-yl)-2-methyl-2-(3-(trifluoromethyl)phenoxy)propanamide